FC(=C(CCCN1CCC(CC1)N1CNC2=C1C=CC=C2)C2=CC=C(C=C2)F)F 1-(1-(5,5-difluoro-4-(4-fluorophenyl)pent-4-en-1-yl)piperidin-4-yl)-1,3-dihydro-2H-benzo[d]imidazole